COCCNC(C1=CC=C(C=C1)C1=NC=C2N1C=C(N=C2)C2=CC=CC=C2)=O N-(2-methoxyethyl)-4-(6-phenylimidazo[1,5-a]pyrazin-3-yl)benzamide